C(CCC(=O)[O-])(=O)[O-].C(CCC(=O)O)(=O)O.NCCNCCN.[Na+].[Na+] disodium diethylenetriamine disuccinate